FC(OC1=C(C=C(C=C1)SC)C1=NN(C=C1NC(=O)C=1C=NN2C1N=CC=C2)CC(=O)N2CC1C(C2)CCN1C)F N-[3-[2-(difluoromethoxy)-5-methylsulfanyl-phenyl]-1-[2-(1-methyl-2,3,3a,4,6,6a-hexahydropyrrolo[2,3-c]pyrrol-5-yl)-2-oxo-ethyl]pyrazol-4-yl]pyrazolo[1,5-a]pyrimidine-3-carboxamide